1-t-butoxycarbonyl-2,2-dimethylpiperazine C(C)(C)(C)OC(=O)N1C(CNCC1)(C)C